BrC1=CC=C(OC=2C=C(C(=C(C#N)C2)OCCCl)Cl)C=C1 5-(4-bromophenoxy)-3-chloro-2-(2-chloroethoxy)benzonitrile